C1(CC1)C#CC1=CC=C(S1)C1=CC=C(C=C1)NC(C1=C(C=CC=C1F)F)=O N-(4-(5-(cyclopropylethynyl)thiophen-2-yl)phenyl)-2,6-difluorobenzamide